5-((4,4-bis(((Z)-oct-5-en-1-yl) oxy) butanoyl) oxy)-3-hydroxypentyl (9Z,12Z)-octadec-9,12-dienoate C(CCCCCCC\C=C/C\C=C/CCCCC)(=O)OCCC(CCOC(CCC(OCCCC\C=C/CC)OCCCC\C=C/CC)=O)O